(R)-6-chloro-3-((1-(2-cyano-3-(6-hydroxy-2-azaspiro[3.3]heptan-2-yl)-7-methylquinoxalin-5-yl)ethyl)amino)picolinic acid ClC1=CC=C(C(=N1)C(=O)O)N[C@H](C)C1=C2N=C(C(=NC2=CC(=C1)C)C#N)N1CC2(C1)CC(C2)O